C(CCCCCCC)N1C2=CC=CC=C2SC=2C=CC=CC12 10-octylphenothiazine